2-amino-N-(1-(5-((1-methyl-1H-pyrazol-4-yl)ethynyl)-1,4-dioxo-3-phenyl-3,4-dihydrophthalazin-2(1H)-yl)ethyl)pyrazolo[1,5-a]pyrimidine-3-carboxamide NC1=NN2C(N=CC=C2)=C1C(=O)NC(C)N1C(C2=CC=CC(=C2C(N1C1=CC=CC=C1)=O)C#CC=1C=NN(C1)C)=O